FC=1C=C(C=C(C1)SC)[C@@H]1N(CCC1)C=1C=CC=2N(N1)C(=CN2)C(=O)N[C@@H]2CN(CC2)C(=O)OC(C)(C)C tert-Butyl (3S)-3-{6-[(2R)-2-[3-fluoro-5-(methylsulfanyl)phenyl]pyrrolidin-1-yl]imidazo[1,2-b]pyridazine-3-amido}pyrrolidine-1-carboxylate